(3-(difluoromethylene)cyclobutyl)methylamine FC(=C1CC(C1)CN)F